hexamethylenebis(3,5-di-t-butyl-4-hydroxycinnamate) C(C)(C)(C)C=1C=C(C=C(C(=O)[O-])CCCCCCC(C(=O)[O-])=CC2=CC(=C(C(=C2)C(C)(C)C)O)C(C)(C)C)C=C(C1O)C(C)(C)C